2-chloro-N-[4'-(3,3-dimethylbut-1-yn-1-yl)biphenyl-2-yl]pyridine-3-carboxamide ClC1=NC=CC=C1C(=O)NC1=C(C=CC=C1)C1=CC=C(C=C1)C#CC(C)(C)C